C(C)(=O)N1\C(\C(C2=CC=CC=C12)=O)=C/C1=NC2=CC=C(C=C2C=C1)C(=O)N1CCC(CC1)C(=O)O (Z)-1-(2-((1-acetyl-3-oxoindolin-2-ylidene)methyl)quinoline-6-Carbonyl)piperidine-4-carboxylic acid